Br[C@@]1(N(CCC1)C(=O)OC(C)(C)C)COC tert-butyl (2R,4S)-bromo-2-(methoxymethyl)pyrrolidine-1-carboxylate